Tert-butyl (R)-6-(4-iodo-3-(2-(methoxymethyl)-2-methylpiperazin-1-yl)-5-methyl-1H-pyrazol-1-yl)-2-azaspiro[3.3]heptane-2-carboxylate IC=1C(=NN(C1C)C1CC2(CN(C2)C(=O)OC(C)(C)C)C1)N1[C@@](CNCC1)(C)COC